C(C)(C)(C)OC(=O)N[C@H](C(=O)O)CC1=C(C=C(C=C1C)C(N)=O)C (S)-2-tert-butoxycarbonylamino-3-(4-carbamoyl-2,6-dimethylphenyl)propionic acid